C(C)(C)(C)OC(=O)N1CCN(CC1)CC1CCC2(CCN(CC2)C(=O)OCC2=CC=CC=C2)CC1 Benzyl 9-((4-(tert-butoxycarbonyl) piperazin-1-yl) methyl)-3-azaspiro[5.5]undecane-3-carboxylate